FC(CCCC)(C(C(C(F)(F)F)(F)F)(F)F)F 5,5,6,6,7,7,8,8,8-nonafluorooctan